(3S,4S)-1-(4-(5-isopropyl-8-((2R,3S)-2-methyl-3-(methylsulfonylmethyl)azetidin-1-yl)isoquinolin-3-ylamino)pyrimidin-2-yl)-4-methoxypiperidin-3-ol C(C)(C)C1=C2C=C(N=CC2=C(C=C1)N1[C@@H]([C@H](C1)CS(=O)(=O)C)C)NC1=NC(=NC=C1)N1C[C@@H]([C@H](CC1)OC)O